methyl-5-(1-methyl-1H-pyrrolo[2,3-b]pyridin-3-yl)-1H-pyrrole CN1C=CC=C1C1=CN(C2=NC=CC=C21)C